CC1(OCC(CO1)CCCCNC(OC(C)(C)C)=O)C tert-butyl (4-(2,2-dimethyl-1,3-dioxan-5-yl)butyl)carbamate